1-chloro-4-(trifluoromethyl)(para-chlorobenzotrifluoride) ClC1(C=CC(C=C1)(Cl)C(F)(F)F)C(F)(F)F